methyl 2-benzyl-1,1-dimethyl-3,4-dihydroisoquinoline-7-carboxylate C(C1=CC=CC=C1)N1C(C2=CC(=CC=C2CC1)C(=O)OC)(C)C